(3S,4R)-3-fluoro-1-[4-({8-[3-(methanesulfonyl-methyl)-3-methylazetidin-1-yl]-5-(propan-2-yl)isoquinolin-3-yl}amino)pyrimidin-2-yl]-3-methyl-piperidin-4-ol F[C@]1(CN(CC[C@H]1O)C1=NC=CC(=N1)NC=1N=CC2=C(C=CC(=C2C1)C(C)C)N1CC(C1)(C)CS(=O)(=O)C)C